tetrahydro-geraniol CC(C)CCCC(C)CCO